FC(C(=O)O)(F)F.O=C1N(CCC(N1)=O)C1=C2C=CN(C2=CC=C1)C1CCN(CC1)C1=CC=C(C(=O)O)C=C1 4-(4-(4-(2,4-dioxotetrahydropyrimidin-1(2H)-yl)-1H-indol-1-yl)piperidin-1-yl)benzoic acid trifluoroacetic acid salt